r-butyl (3S,5R)-3-carbamoyl-6-oxo-9-phenyl-2,7,8-triazaspiro[4.5]dec-8-ene-2-carboxylate C(N)(=O)[C@H]1N(C[C@]2(C1)C(NN=C(C2)C2=CC=CC=C2)=O)C(=O)OCCCC